C1N(CCC2=CC=CC=C12)CC1=CC(C(=CO1)OC1CC2(C1)CCN(CC2)C(=O)OC(C)(C)C)=O tert-Butyl 2-((6-((3,4-dihydroisoquinolin-2(1H)-yl)methyl)-4-oxo-4H-pyran-3-yl)oxy)-7-azaspiro[3.5]nonane-7-carboxylate